[SH3+].ClC1=CC=C(C=C1)C=1SC=CC1 p-chlorophenyl-thiophene sulfonium salt